FC=1C=C2C=C(C=NC2=C(C1)B1OC(C(O1)(C)C)(C)C)OC 6-fluoro-3-methoxy-8-(4,4,5,5-tetramethyl-1,3,2-dioxaborolan-2-yl)quinoline